1,N3-bis(4-aminophenyl)-N5,N5-bis(3,5-bis(trifluoromethyl)phenyl)benzene-1,3,5-triamine NC1=CC=C(C=C1)C1(CC(=CC(=C1)N(C1=CC(=CC(=C1)C(F)(F)F)C(F)(F)F)C1=CC(=CC(=C1)C(F)(F)F)C(F)(F)F)NC1=CC=C(C=C1)N)N